Methyl 3-({[6-(3,4-dimethylphenyl)-4-oxo-4,5-dihydropyrazolo[1,5-a]pyrazin-2-yl]carbonyl}amino)-3-(4-methoxyphenyl)azetidine-1-carboxylate CC=1C=C(C=CC1C)C=1NC(C=2N(C1)N=C(C2)C(=O)NC2(CN(C2)C(=O)OC)C2=CC=C(C=C2)OC)=O